α-naphthylphenylphenylenediamine C1(=CC=CC2=CC=CC=C12)N(C1=C(C=CC=C1)N)C1=CC=CC=C1